N1(CCCCC1)C(=O)OC1=CC=C(C=C1)[C@H]1C[C@]2(OOC3(C4CC5CC(CC3C5)C4)O2)CCC1 p-{(1R,3R)-Dispiro[cyclohexane-1,3'-[1,2,4]trioxolane-5',2''-tricyclo[3.3.1.13,7]decan]-3-yl}phenyl 1-piperidinecarboxylate